ClC1=C(C=C(C=2C[C@]3(C(=CCC[C@H]3C)OC)OC21)OC)C=2OC(=NN2)[C@H](C)OC (2S,5'R)-7-chloro-3',4-dimethoxy-6-[5-[(1S)-1-methoxyethyl]-1,3,4-oxadiazol-2-yl]-5'-methyl-spiro[benzofuran-2,4'-cyclohex-2-ene]